2-(2-(2-azidoethoxy)ethoxy)ethyl (R)-7-(3-amino-4-(2,4,5-trifluorophenyl)butanoyl)-3-(trifluoromethyl)-5,6,7,8-tetrahydroimidazo[1,5-a]pyrazine-1-carboxylate N[C@@H](CC(=O)N1CC=2N(CC1)C(=NC2C(=O)OCCOCCOCCN=[N+]=[N-])C(F)(F)F)CC2=C(C=C(C(=C2)F)F)F